dimethyl-ethylbenzyl-ammonium cyclohexylsulfamate C1(CCCCC1)NS([O-])(=O)=O.C[N+](CC1=CC=CC=C1)(CC)C